N1C(=NC=C1)C1=CC=CC=C1C(=O)O 1H-imidazol-2-benzoic acid